2-(4'-hydroxyphenyl)2-hydroxyethanoic acid OC1=CC=C(C=C1)C(C(=O)O)O